[Hf].C1=CC=CC1.C1=CC=CC1 dicyclopentadiene hafnium